1-((2-(trimethylsilyl)ethoxy)methyl)-1H-indazole-3-carbaldehyde C[Si](CCOCN1N=C(C2=CC=CC=C12)C=O)(C)C